CON1C(N=CC=C1)NS(=O)(=O)C1=CC=CC=C1 N-(3-methoxypyrimidin-2-yl)benzenesulfonamide